t-butylphenyl-α-(p-toluenesulfonyloxy)-acetic acid methyl ester COC(C(OS(=O)(=O)C1=CC=C(C)C=C1)(C1=CC=CC=C1)C(C)(C)C)=O